FC1=C(C=CC=C1)C(=O)O fluorophenyl-carboxylic acid